FC(OC=1C=C(C=CC1)C1=CC(=CS1)C(=O)NC1=NC(=NS1)CN1CCN(CC1)C)F 5-(3-(Difluoromethoxy)phenyl)-N-(3-((4-methylpiperazin-1-yl)methyl)-1,2,4-thiadiazol-5-yl)thiophene-3-carboxamide